C(C)(C)(C)OC(=O)N1CCC(CC1)N1C(N(C2=C1C=C(C=C2)Br)CC2=C(C=C(C=C2)C=2OC(=NN2)C(F)F)F)=O 4-(6-bromo-3-(4-(5-(difluoromethyl)-1,3,4-oxadiazol-2-yl)-2-fluorobenzyl)-2-oxo-2,3-dihydro-1H-benzo[d]imidazol-1-yl)piperidine-1-carboxylic acid tert-butyl ester